3-(pyridin-3-yl)-phenylboronic acid N1=CC(=CC=C1)C=1C=C(C=CC1)B(O)O